N-margaroyl-glutamic acid C(CCCCCCCCCCCCCCCC)(=O)N[C@@H](CCC(=O)O)C(=O)O